butyl-pyrrolidine bis(trifluoromethanesulfonyl)imide salt [N-](S(=O)(=O)C(F)(F)F)S(=O)(=O)C(F)(F)F.C(CCC)N1CCCC1